4-bromo-2-iodo-6-(trifluoromethoxy)aniline BrC1=CC(=C(N)C(=C1)OC(F)(F)F)I